CC1=CC=C(N1)CC=1N=C(SC1)C 5-methyl-2-((2-methylthiazol-4-yl)methyl)-1H-pyrrol